3-(4-((2-(2-chloro-4-methylphenoxy)benzyl)oxy)phenyl)propionic acid ClC1=C(OC2=C(COC3=CC=C(C=C3)CCC(=O)O)C=CC=C2)C=CC(=C1)C